SCSC1=C(C(=C(C=C1)SCS)SCS)SCS 1,2,3,4-tetrakis(mercaptomethylthio)benzene